C[C@@H]1O[C@@H](CN(C1)C1=CC=CC(=N1)C1=NC2=CC(=NC=C2C=C1)CNC(C1=CC(=CC(=C1)S(=O)(=O)C)F)=O)C N-((2-(6-((cis)-2,6-dimethylmorpholino)pyridin-2-yl)-1,6-naphthyridin-7-yl)methyl)-3-fluoro-5-(methylsulfonyl)benzamide